9-Methylpentacosane CC(CCCCCCCC)CCCCCCCCCCCCCCCC